BrC1=CC(=C(C(=C1)[N+](=O)[O-])NC1CC(C1)(O)C)F (cis)-3-[(4-bromo-2-fluoro-6-nitrophenyl)amino]-1-methylcyclobutan-1-ol